tert-butyl 4-[2-[[6-[2-(6-methyl-7-oxo-1H-pyrrolo[2,3-c]pyridin-4-yl)-4-nitro-phenoxy]-2-pyridyl]oxy]ethoxy]piperidine-1-carboxylate CN1C(C2=C(C(=C1)C1=C(OC3=CC=CC(=N3)OCCOC3CCN(CC3)C(=O)OC(C)(C)C)C=CC(=C1)[N+](=O)[O-])C=CN2)=O